phenoxydiethylene glycol methacrylate C(C(=C)C)(=O)O.O(C1=CC=CC=C1)C(COCCO)O